N[C@@H](CC(=O)OC)C(=O)N1CCN(CC1)C(C1=C(C=C(C=C1)NC=1C=2N(C=CN1)C(=CN2)C2=CC=C(C=C2)OC(F)F)C)=O methyl (3S)-3-amino-4-[4-[4-[[3-[4-(difluoromethoxy)phenyl]imidazo[1,2-a]pyrazin-8-yl]amino]-2-methylbenzoyl]piperazin-1-yl]-4-oxobutanoate